CC=1C=C(C(=O)NC(C)C)C(=CC1)C=1C=2N(C=CC1)C=NC2C2CCN(CC2)C2CCC(CC2)NS(=O)(=O)CC 3-methyl-6-(1-{[(1r,4r)-4-ethanesulfonamidocyclohexyl]piperidin-4-yl}imidazo[1,5-a]pyridin-8-yl)-N-(isopropyl)benzamide